Isoquinoline-1,5-diamine C1(=NC=CC=2C(=CC=CC12)N)N